FC1=C(C=C(C=C1)N1C2=CC=3C=NN(C3N=C2C(=C1C(C)C)I)C(C(C)(C)C)=O)OC 1-[10-(4-fluoro-3-methoxy-phenyl)-12-iodo-11-isopropyl-2,4,5,10-tetrazatricyclo[7.3.0.03,7]dodeca-1,3(7),5,8,11-pentaen-4-yl]-2,2-dimethyl-propan-1-one